FC=1C=CC=2C=3N(C(=NC2C1)N[C@H]1C(NCC1)=O)N=C(N3)C3=CC(=CC=C3)OC (3R)-3-{[8-fluoro-2-(3-methoxyphenyl)[1,2,4]triazolo[1,5-c]quinazolin-5-yl]amino}pyrrolidin-2-one